4-[1-(4-Chlorophenyl)-2-hydroxy-ethyl]piperazine ClC1=CC=C(C=C1)C(CO)N1CCNCC1